C(C)(C)(C)C=1C=C(C=C(C1)C(=O)[O-])C(=O)[O-] 5-tert-butyl-1,3-benzenedi-carboxylate